FC(O[C@@H]1C[C@H](N(C1)C(CNC(=O)C=1C=CC2=C(OCCS2)C1)=O)C(=O)O)F (2S,4R)-4-(difluoromethoxy)-1-((2,3-dihydrobenzo[b][1,4]oxathiine-7-carbonyl)glycyl)pyrrolidine-2-carboxylic acid